2-(2-oxabicyclo[2.1.1]hexan-4-yl)-N-(1-((1R,2S)-2-fluorocyclopropyl)-2-oxo-1,2-dihydropyridin-3-yl)-7-isopropoxyimidazo[1,2-a]pyrimidine-6-carboxamide C12OCC(C1)(C2)C=2N=C1N(C=C(C(=N1)OC(C)C)C(=O)NC=1C(N(C=CC1)[C@H]1[C@H](C1)F)=O)C2